pyrido[3,4-d]pyrimidine-4,6-diamine N1=CN=C(C2=C1C=NC(=C2)N)N